FC=1C=NC=CC1C1=CN=C(S1)N(C(OC(C)(C)C)=O)CC1=CC=C(C=C1)OC tert-butyl N-[5-(3-fluoro-4-pyridyl)thiazol-2-yl]-N-[(4-methoxyphenyl)methyl]carbamate